4-[(7S,8aS)-2-[5-methyl-1-[4-(trifluoromethoxy)phenyl]pyrazol-3-yl]-3,4,6,7,8,8a-hexahydro-1H-pyrrolo[1,2-a]pyrazin-7-yl]morpholine CC1=CC(=NN1C1=CC=C(C=C1)OC(F)(F)F)N1C[C@H]2N(CC1)C[C@H](C2)N2CCOCC2